methyl 6-methoxy-3-((1-oxo-6-(phenylsulfonyl)phthalazin-2(1H)-yl)methyl)picolinate COC1=CC=C(C(=N1)C(=O)OC)CN1C(C2=CC=C(C=C2C=N1)S(=O)(=O)C1=CC=CC=C1)=O